OC1=C(C=C(C(=C1)O)C1=CC=C(C=C1)OC(F)(F)F)C1=C(C(=NO1)C(=O)NCC)C1=CC=C(C=C1)CN1CCOCC1 5-(4,6-dihydroxy-4'-(trifluoromethoxy)-[1,1'-biphenyl]-3-yl)-N-ethyl-4-(4-(morpholinomethyl)phenyl)isoxazole-3-carboxamide